C12CN(CC(O1)C2)C2=NN1C(NC(=C(C1=O)N1CCN(CC1)C(=O)OC(C)(C)C)C)=N2 tert-butyl 4-(2-(6-oxa-3-azabicyclo[3.1.1]heptan-3-yl)-5-methyl-7-oxo-4,7-dihydro-[1,2,4]triazolo[1,5-a]pyrimidin-6-yl)piperazine-1-carboxylate